C(C)(C)(C)OC(=O)N1C(OC[C@H]1C#C)(C)C (R)-4-ethynyl-2,2-dimethyloxazolidine-3-carboxylic acid tert-butyl ester